methylpropanoxyethyl-phosphorylcholine COC(C[N+](C)(C)C)=P(=O)CCOCCC